C(=C)C=1C(=NC=C(C1)C)N 3-ethenyl-5-methylpyridin-2-amine